C[C@@H]1COCCN1C1=CC(=C2C(=N1)C(=NN2COCC[Si](C)(C)C)C2=CC=NN2C2OCCCC2)O 5-((R)-3-methylmorpholino)-3-(1-(tetrahydro-2H-pyran-2-yl)-1H-pyrazol-5-yl)-1-((2-(trimethylsilyl)ethoxy)methyl)-1H-pyrazolo[4,3-b]Pyridin-7-ol